bis(triphenylphosphine) copper chloride [Cu](Cl)Cl.C1(=CC=CC=C1)P(C1=CC=CC=C1)C1=CC=CC=C1.C1(=CC=CC=C1)P(C1=CC=CC=C1)C1=CC=CC=C1